Cl.N1(CCNCC1)C1=NC=C(C=N1)NC(C)=O N-(2-(piperazin-1-yl)pyrimidin-5-yl)acetamide hydrochloride